4-(hydroxymethyl)pyrrolo[1,2-b]pyridazine-2-carboxylic acid ethyl ester C(C)OC(=O)C=1C=C(C=2N(N1)C=CC2)CO